(hydroxymethyl)-4-methoxypyrrolidine-1-carboxylate OCOC(=O)N1CCC(C1)OC